C(C)(C)[C@H]1C(NC=2C(=NC(=NC2N1C)N[C@H]1C[C@H](C1)C(C(=O)N)C=1C=NC(=CC1)C(F)(F)F)C)=O (cis-3-(((S)-7-isopropyl-4,8-dimethyl-6-oxo-5,6,7,8-tetrahydropteridin-2-yl)amino)cyclobutyl)-2-(6-(trifluoromethyl)pyridin-3-yl)acetamide